ClC1=CC(=C(CC2CN(CCO2)C(=O)OC(C)(C)C)C(=C1)C1=NC=NN2C1=CC(=C2)CN2C(N(C=CC2=O)C)=O)F tert-butyl 2-(4-chloro-2-fluoro-6-(6-((3-methyl-2,6-dioxo-3,6-dihydropyrimidin-1(2H)-yl)methyl)pyrrolo[2,1-f][1,2,4]triazin-4-yl)benzyl)morpholine-4-carboxylate